1-(5-(bromomethyl)thiophen-3-yl)ethan-1-one BrCC1=CC(=CS1)C(C)=O